4-(3-chloro-4-fluorophenyl)-7-(3-morpholinopropoxy)quinazoline-4,6-diamine ClC=1C=C(C=CC1F)C1(NC=NC2=CC(=C(C=C12)N)OCCCN1CCOCC1)N